C(C1CO1)OC[SiH2]C(OC)OC glycidoxymethyl-dimethoxymethylsilane